Para-nitrotoluene [N+](=O)([O-])C1=CC=C(C)C=C1